C(#C)C1CCN(C2(CC2)C1)C(=O)OC(C)(C)C tert-butyl 7-ethynyl-4-azaspiro[2.5]octane-4-carboxylate